(E)-N-(4-(4-(4-(4-(7-(2-(2,6-dioxopiperidin-3-yl)-1-oxoisoindoline-4-yl)hept-6-yn-1-yl)piperazin-1-yl)benzoyl)-1,4-diazepan-1-yl)butyl)-3-(2-fluoropyridine-3-yl)acrylamide O=C1NC(CCC1N1C(C2=CC=CC(=C2C1)C#CCCCCCN1CCN(CC1)C1=CC=C(C(=O)N2CCN(CCC2)CCCCNC(\C=C\C=2C(=NC=CC2)F)=O)C=C1)=O)=O